3-((S)-2-((E)-3-(4-chloro-2-fluorophenyl)acrylamido)-3-cyclopropylpropanamido)-4-cyclopentyl-2-oxobutanamide ClC1=CC(=C(C=C1)/C=C/C(=O)N[C@H](C(=O)NC(C(C(=O)N)=O)CC1CCCC1)CC1CC1)F